2-methyl-N,N-diethyltryptamine CC1=C(CCN(CC)CC)C2=CC=CC=C2N1